C(C)(C)(C)OC(=O)N1CCC(CC1)C1=NN(C=C1)C1=CC=C(C=C1)Cl 4-[1-(4-chlorophenyl)-1H-pyrazol-3-yl]piperidine-1-carboxylic acid tert-butyl ester